C(CCC)(=O)Cl 1-butanoyl chloride